(2R,3S)-3-((6-fluoro-2-(2-methoxy-7-methylquinoxalin-5-yl)thiazolo[5,4-b]pyridin-5-yl) oxy)butan-2-yl (6-(2-hydroxy-2-methylpropyl)pyridin-3-yl)carbamate OC(CC1=CC=C(C=N1)NC(O[C@H](C)[C@H](C)OC1=C(C=C2C(=N1)SC(=N2)C2=C1N=CC(=NC1=CC(=C2)C)OC)F)=O)(C)C